BrC1=CC=C(C(=O)C2=C(C(=C3C=C(C=CN23)C(=O)OC(C)C)C(=O)OC)C(=O)OC)C=C1 7-Isopropyl 1,2-dimethyl 3-(4-bromobenzoyl)indolizine-1,2,7-tricarboxylate